3-amino-3-(3-methyl-oxetan-3-yl)-propionamide NC(CC(=O)N)C1(COC1)C